P(O)(=O)(OP(=O)(O)OP(=O)(O)O)OC[C@@H]1[C@H]([C@H]([C@@H](O1)N1C(=O)N=C(N)C=C1)F)O.OC1C(NC(N1CC1=CC=C(C=C1)[N+](=O)[O-])=O)=O 5-hydroxy-1-(4-nitrobenzyl)hydantoin 2'-fluoro-2'-deoxycytidine-5'-triphosphate